3-fluoro-4-(morpholin-4-yl)piperidine-1-carboxylic acid tert-butyl ester C(C)(C)(C)OC(=O)N1CC(C(CC1)N1CCOCC1)F